C1=C(C=CC2=CC=CC=C12)C1=CC=C(C=C1)C1=NC(=NC(=N1)C1=CC=CC=C1)C=1C=C(C=CC1)N1C2=CC=CC=C2C=2C=CC=CC12 9-(3-(4-(4-(naphthalen-2-yl)phenyl)-6-phenyl-1,3,5-triazin-2-yl)phenyl)-9H-carbazole